N1=CC=C(C=C1)OC1CNCC1 3-(pyridin-4-yloxy)pyrrolidin